3-[2-([1-[6-oxo-5-(trifluoromethyl)-1,6-dihydropyridazin-4-yl]pyrrolidin-3-yl]oxy)ethoxy]propanoic acid O=C1C(=C(C=NN1)N1CC(CC1)OCCOCCC(=O)O)C(F)(F)F